BrC1=CN=C(C=N1)N 6-bromo-3-aminopyrazine